3-((2-(naphthalen-2-yl)ethyl)amino)propan-1-ol C1=C(C=CC2=CC=CC=C12)CCNCCCO